Methyl 4-[1-[[4-[2-(3-methylphenoxy)ethyl-methyl-amino]tetrahydropyran-4-carbonyl]amino]cyclopropyl]benzoate CC=1C=C(OCCN(C2(CCOCC2)C(=O)NC2(CC2)C2=CC=C(C(=O)OC)C=C2)C)C=CC1